C1(CC1)C=1N=NNN1 5-Cyclopropyl-2H-tetrazol